FC(C=1N=C(OC1C(=O)N1[C@@H](C2=C(CC1)NC=N2)C=2OC1=C(N2)C=C(C=C1OC)F)C(C)(C)O)F (S)-(4-(difluoromethyl)-2-(2-hydroxypropan-2-yl)oxazol-5-yl)(4-(5-fluoro-7-methoxybenzo[d]oxazol-2-yl)-6,7-dihydro-1H-imidazo[4,5-c]pyridin-5(4H)-yl)methanone